(S)-N-((S)-(3-chloro-2,4-difluorophenyl)(trans-3-(trifluoromethyl)cyclobutyl)-methyl)-2-oxoimidazolidine-4-carboxamide ClC=1C(=C(C=CC1F)[C@@H](NC(=O)[C@H]1NC(NC1)=O)[C@@H]1C[C@H](C1)C(F)(F)F)F